FC1=C(C=C(C=C1)F)[C@@H]1N(CC(C1)(F)F)C1=NC=2N(C=C1)N=CC2NC(=O)N[C@H]2[C@@H](C2)O 1-(5-((R)-2-(2,5-difluorophenyl)-4,4-difluoropyrrolidin-1-yl)pyrazolo[1,5-a]pyrimidin-3-yl)-3-((1R,2R)-2-hydroxycyclopropyl)urea